N-cyano-N'-phenylguanidine C(#N)NC(=N)NC1=CC=CC=C1